Barium-Gallium-Selenid [Ga]=[Se].[Ba]